C(C)C1N(CCC(C1)C#N)C1=NC(=CN=C1)C#CCOC ethyl-1-(6-(3-methoxyprop-1-yn-1-yl)pyrazin-2-yl)piperidine-4-carbonitrile